5-chloro-2-(2-(trifluoromethyl)-5,6-dihydroimidazo[1,2-a]pyrazin-7(8H)-yl)pyridin-4-amine ClC=1C(=CC(=NC1)N1CC=2N(CC1)C=C(N2)C(F)(F)F)N